FC=1C(=CC(=NC1)OC)[C@H](C(=O)N1CC2(CC1)NC1=NC(=C(C=C1CC2)C=2C=NN(C2)C)C)C (2R)-2-(5-fluoro-2-methoxypyridin-4-yl)-1-(7-methyl-6-(1-methyl-1H-pyrazol-4-yl)-3,4-dihydro-1H-spiro(1,8-naphthyridine-2,3'-pyrrolidin)-1'-yl)propan-1-one